ClC=1C=C(C=CC1F)C=1N=C(N2C1C(N(C=C2)CC(=O)N2CC(C2)(F)CC)=O)C 1-(3-chloro-4-fluorophenyl)-7-(2-(3-ethyl-3-fluoroazetidin-1-yl)-2-oxoethyl)-3-methylimidazo[1,5-a]pyrazin-8(7H)-one